[C@@H]12N(CCN[C@@H]2CC1)C(=O)OC(C)(C)C |o1:0,5| rel-tert-butyl (1R,6R)-2,5-diazabicyclo[4.2.0]octane-2-carboxylate